N-[[6-[[2-(Trifluoromethyl)phenyl]methoxy]-2-pyridyl]sulfonyl]-2-(2,2,4-trimethylpyrrolidin-1-yl)pyridin-3-carboxamid FC(C1=C(C=CC=C1)COC1=CC=CC(=N1)S(=O)(=O)NC(=O)C=1C(=NC=CC1)N1C(CC(C1)C)(C)C)(F)F